CN(CCCC(=O)OC(CCCCC(=O)OCCCC(CCCCCCCC)CCCCCCCC)CCCCCCC)C 4-Octyldodecyl 6-((4-(Dimethylamino)Butanoyl)Oxy)Tridecanoate